(E)-4-(piperazin-1-yl)benzamide N1(CCNCC1)C1=CC=C(C(=O)N)C=C1